C(=O)O.NC1=CN=NC2=CC(=CC=C12)C=1C(=CC(=C(C1)B(O)O)OC1=CC=CC=C1)N1N=CC=C1 [5-(4-aminocinnolin-7-yl)-2-phenoxy-4-pyrazol-1-yl-phenyl]boronic acid formic acid salt